4,4'-[(6,6'-bis(naphthalen-2-yl)[1,1'-binaphthalene]-2,2'-diyl)bis(oxy)]dibenzaldehyde C1=C(C=CC2=CC=CC=C12)C=1C=C2C=CC(=C(C2=CC1)C1=C(C=CC2=CC(=CC=C12)C1=CC2=CC=CC=C2C=C1)OC1=CC=C(C=O)C=C1)OC1=CC=C(C=O)C=C1